C=C1CN(C1)C(=O)OC(C)(C)C tert-butyl 3-methyleneazetidine-1-carboxylate